C(C)C=1CC(N(N1)C1=CC=CC=C1)=O 5-ethyl-2-phenyl-2,4-dihydropyrazol-3-one